NC1=NC(=C(C=2N1N=C(N2)OCC2=NC(=CC=C2)C)C2=C(C=NC=C2)C)C2=C(C#N)C=CC=C2 (5-amino-2-((6-methylpyridin-2-yl)methoxy)-8-(3-methylpyridin-4-yl)-[1,2,4]triazolo[1,5-c]pyrimidin-7-yl)benzonitrile